BrC1=NN(C=C1CC=1N=C2N(C=C(C=C2)C(=O)N2CCCC2)C1)C (2-((3-bromo-1-methyl-1H-pyrazol-4-yl)methyl)imidazo[1,2-a]pyridin-6-yl)(pyrrolidin-1-yl)methanone